N,N'-dipropyl-propane-1,2-diimine C(CC)N=CC(C)=NCCC